C(C)C=1C(=CC=C2C=C(C=C(C12)C1=C(C=2N=C(N=C(C2C=N1)N1CC(C1)(O)C)OC[C@]12CCCN2C[C@@H](C1)F)F)O)F 1-(7-(8-Ethyl-7-fluoro-3-hydroxynaphthalen-1-yl)-8-fluoro-2-(((2R,7aS)-2-fluorotetrahydro-1H-pyrrolizin-7a(5H)-yl)methoxy)pyrido[4,3-d]pyrimidin-4-yl)-3-methylazetidin-3-ol